C(C)(=O)OCC1=NC=C(C=C1)O (5-hydroxypyridin-2-yl)methyl acetate